3-[4-[[(2S)-2-methyl-4-[6-[5-(1-methylcyclopropoxy)-1H-indazol-3-yl]pyrimidin-4-yl]piperazin-1-yl]methyl]-1-piperidyl]propanal C[C@@H]1N(CCN(C1)C1=NC=NC(=C1)C1=NNC2=CC=C(C=C12)OC1(CC1)C)CC1CCN(CC1)CCC=O